FC1=C(C(=C2C=CNC2=C1)S(=O)(=O)CCOC)OC=1C=C(C=CC1)C=1NC(=CN1)C(C)(O)C1=CC=CC=C1 1-(2-(3-((6-Fluoro-4-((2-methoxyethyl)sulfonyl)-1H-indol-5-yl)oxy)phenyl)-1H-imidazol-5-yl)-1-phenylethan-1-ol